OC=1C(=NC=C(C1)O)C(=O)O 3,5-dihydroxypicolinic acid